1-(2-pyridinyl)pyridin-2-one N1=C(C=CC=C1)N1C(C=CC=C1)=O